(E)-1-(2,5-dichloropyridin-4-yl)-3-((dimethylamino)methylene)-6,6-dimethylpiperidine-2,4-dione ClC1=NC=C(C(=C1)N1C(/C(/C(CC1(C)C)=O)=C/N(C)C)=O)Cl